O=C1N(CC2=CC(=CC=C12)C1=NC=CC(=N1)C1=CC=CC=C1)C1C(NC(CC1)=O)=O 3-(1-oxo-5-(4-phenylpyrimidin-2-yl)isoindolin-2-yl)piperidine-2,6-dione